4-(4-Methylpiperazin-1-yl)-6-(4-(1-Phenylethoxy)phenyl)-7H-pyrrolo[2,3-d]pyrimidine CN1CCN(CC1)C=1C2=C(N=CN1)NC(=C2)C2=CC=C(C=C2)OC(C)C2=CC=CC=C2